N-butyl-N-heptylurea C(CCC)N(C(=O)N)CCCCCCC